N-((3-(4-amino-2,5-dimethylphenoxy)phenyl)(methyl)(oxo)-λ6-sulfanylidene)cyclobutanecarboxamide tertbutyl-5-amino-2-azabicyclo[2.1.1]hexane-2-carboxylate C(C)(C)(C)OC(=O)N1C2C(C(C1)C2)N.NC2=CC(=C(OC=1C=C(C=CC1)S(=NC(=O)C1CCC1)(=O)C)C=C2C)C